1-butenylbutyldipropylammonium hydroxide [OH-].C(=CCC)C(CCC)[NH+](CCC)CCC